methyl (2R,3S,5R)-3-(N-(4-methoxybenzyl)methylsulfonamido)-5-methyl-2-(((6-(4,4,5,5-tetramethyl-1,3,2-dioxaborolan-2-yl)bicyclo[4.1.0]heptan-3-yl)oxy)methyl)pyrrolidine-1-carboxylate COC1=CC=C(CN(S(=O)(=O)C)[C@@H]2[C@@H](N([C@@H](C2)C)C(=O)OC)COC2CC3CC3(CC2)B2OC(C(O2)(C)C)(C)C)C=C1